2-amino-4-methylamino-6-(4-cyanoanilino)-1,3,5-triazine NC1=NC(=NC(=N1)NC)NC1=CC=C(C=C1)C#N